N-(3-chloro-4-(4-propionylpiperazin-1-yl)phenyl)-4-((3,8-dimethyl-2,3-dihydro-1H-pyrido[2,3-b][1,4]oxazin-7-yl)amino)-2-oxo-1,2-dihydropyridine-3-carboxamide ClC=1C=C(C=CC1N1CCN(CC1)C(CC)=O)NC(=O)C=1C(NC=CC1NC1=C(C2=C(OC(CN2)C)N=C1)C)=O